C(CCC)OCCOCCOCC(=C)C1=CC(=CC=C1)C(=C)COCCOCCOCCCC 1,3-bis(3-(2-(2-butoxyethoxy)ethoxy)prop-1-en-2-yl)benzene